tert-butyl 3-(6-(2-(methoxymethoxy)-6-methyl-4-(trifluoromethyl)phenyl)pyridazine-3-carbonyl)piperidine-1-carboxylate COCOC1=C(C(=CC(=C1)C(F)(F)F)C)C1=CC=C(N=N1)C(=O)C1CN(CCC1)C(=O)OC(C)(C)C